(3S)-phenoxytetrahydrofuran O(C1=CC=CC=C1)C1OCCC1